2-(3-acetyl-2-aminophenoxy)ethyl methacrylat C(C(=C)C)(=O)OCCOC1=C(C(=CC=C1)C(C)=O)N